OC1CN(CC1)C(=N)N 3-hydroxypyrrolidine-1-carboxamidine